6-bromo-8-methoxy-2H-1,2λ6,3-benzoxathiazine-2,2-dione BrC=1C=C(C2=C(C=NS(O2)(=O)=O)C1)OC